C(#N)C(CNC=1C(=CC=C2C=CC(=CC12)C1=NN=C(S1)C(=O)NC1CCN(CC1)C)OC)=C 5-{8-[(2-cyano-2-methylideneethyl)amino]-7-methoxynaphthalen-2-yl}-N-(1-methylpiperidin-4-yl)-1,3,4-thiadiazole-2-carboxamide